NC1=C(C=C2C(=N1)C(C=1C(=CC=CC1O2)Br)=O)OC2=CC=C(C=C2)N2CCN(CC2)CC2CCN(CC2)C=2C=C1CN(C(C1=CC2)=O)C2C(NC(CC2)=O)=O 3-(5-(4-((4-(4-((2-amino-9-bromo-10-oxo-10H-chromeno[3,2-b]pyridin-3-yl)oxy)phenyl)piperazin-1-yl)methyl)piperidin-1-yl)-1-oxoisoindolin-2-yl)piperidine-2,6-dione